ClC=1C=C2C=NN(C2=CC1N1CC2(C1)COCCC2)C=2C=NN(C2)C2CC2 5-chloro-1-(1-cyclopropyl-1H-pyrazol-4-yl)-6-(6-oxa-2-azaspiro[3.5]nonan-2-yl)-1H-indazole